FC=1C=C(CC2=CC=C(N=N2)C2=NN(C(C=C2)=O)C)C=CC1 (6-(3-fluorobenzyl)pyridazin-3-yl)-1-methyl-6-oxo-1,6-dihydropyridazine